N[C@H]1C[C@H]([C@H](C1)C(=O)N[C@@H](C1(CCCC1)C)C1=C(C(=CC=C1F)Cl)Cl)CO |r| (+-)-(1S,2R,4S)-4-amino-N-((S)-(2,3-dichloro-6-fluorophenyl)(1-methylcyclopentyl)methyl)-2-(hydroxymethyl)cyclopentane-1-carboxamide